N1(C=NC2=C1C=CC=C2)C2=C(C=C(N)C=C2F)F 4-benzimidazol-1-yl-3,5-difluoro-aniline